BrC=1C=CC(=C2C=CCOC12)C[C@@H]1N=C([C@H](N=C1OC)C(C)C)OC (2S,5R)-2-((8-bromo-2H-chromen-5-yl)methyl)-5-isopropyl-3,6-dimethoxy-2,5-dihydropyrazine